FC=1C=C(C=CC1C(F)(F)F)/C=C/C1CN(C1)C(C=C)=O 1-{3-[(E)-2-[3-fluoro-4-(trifluoromethyl)phenyl]ethenyl]azetidin-1-yl}prop-2-en-1-one